4-allyl-4-(bromomethyl)hepta-1,6-diene C(C=C)C(CC=C)(CC=C)CBr